2-hydroxymethyltetrahydro-2H-pyran-3-ol OCC1OCCCC1O